ClC=1C(=CC=2N(C1)C(=CN2)C2=NC=CC(=N2)N2C(C(CC(C2)C)C(=O)N)C)F 1-[2-(6-chloro-7-fluoro-imidazo[1,2-a]pyridin-3-yl)pyrimidin-4-yl]-2,5-dimethyl-piperidine-3-carboxamide